O-anisoyl chloride COC1=CC=CC=C1C(=O)Cl